FC1=C(C(=CC(=C1)F)C)C(=O)C1=C(C2=C(S1)C=C(C=C2)O)OC2=CC=C(C=C2)OCCN2CC(C2)CF (2,4-difluoro-6-methylphenyl)(3-(4-(2-(3-(fluoromethyl)azetidin-1-yl)ethoxy)phenoxy)-6-hydroxybenzo[b]thiophen-2-yl)methanone